6-[(2S)-2-Aminopropyl]-2-chloro-N-[(furan-2-yl)methyl]-7-(4-methoxyphenyl)thieno[3,2-d]pyrimidin-4-amine N[C@H](CC1=C(C=2N=C(N=C(C2S1)NCC=1OC=CC1)Cl)C1=CC=C(C=C1)OC)C